Isopropyl (4-((4-amino-2-butyl-1H-imidazo[4,5-c]quinolin-1-yl)methyl)phenyl)carbamate NC1=NC=2C=CC=CC2C2=C1N=C(N2CC2=CC=C(C=C2)NC(OC(C)C)=O)CCCC